O1CC[C@@H](C2=CC=CC=C12)NC(=O)C=1C=NC2=C(C=CC=C2C1N(C)C)CCCOC (S)-N-(chroman-4-yl)-4-(dimethylamino)-8-(3-methoxypropyl)quinoline-3-carboxamide